3-Propargylthymidine C(C#C)N1C(N([C@H]2C[C@H](O)[C@@H](CO)O2)C=C(C1=O)C)=O